FC=1C(=C(C=C(C1)\C=C\C1=CC=C(C=C1)F)O)C(C)C (E)-3-fluoro-5-(4-fluorostyryl)-2-isopropylphenol